CS(=O)(=O)OCCCCCC(C)C1=C(C=CC=C1)Br 6-(2-bromophenyl)heptyl methanesulfonate